NC1=C(SC2=C1C(=C1C(=N2)CC(OC1)(C)C)CO)C(=O)NCC1=C(C=C(C=C1)OC)OC 3-amino-N-(2,4-dimethoxybenzyl)-4-(hydroxymethyl)-7,7-dimethyl-7,8-dihydro-5H-pyrano[4,3-b]thieno[3,2-e]pyridine-2-carboxamide